6-{5-[(3R)-3-[tert-butyl(methyl)amino]pyrrolidin-1-yl]pyridazin-3-yl}-2-methyl-1,3-benzoxazol-5-ol C(C)(C)(C)N([C@H]1CN(CC1)C=1C=C(N=NC1)C1=CC2=C(N=C(O2)C)C=C1O)C